4-bromo-2-((4-chlorobenzyl)thio)benzo[d]oxazole BrC1=CC=CC2=C1N=C(O2)SCC2=CC=C(C=C2)Cl